NC1=CC=CC(=N1)C(CCCCO)(F)F 5-(6-aminopyridin-2-yl)-5,5-difluoropentan-1-ol